C(C)S(=O)(=O)C=1C=CC(=C(C1)C1=CN(C(C2=CC=CC=C12)=O)C)O[C@@H]1CC[C@H](CC1)O 4-[5-ethylsulfonyl-2-(trans-4-hydroxycyclohexyl)oxyphenyl]-2-methylisoquinolin-1-one